(R)-2-(1-(3-chlorophenyl)-2-hydroxyethyl)-6-(2-((tetrahydro-2H-pyran-4-yl)amino)pyrimidin-4-yl)isoindolin-1-one ClC=1C=C(C=CC1)[C@H](CO)N1C(C2=CC(=CC=C2C1)C1=NC(=NC=C1)NC1CCOCC1)=O